C(C)(C)(C)OC(=O)N([C@@H](CC1=CNC=N1)C(=O)O)S(=O)(=O)C1=CC=C(C)C=C1 N-(tert-butoxycarbonyl)-p-toluenesulfonyl-histidine